CN(CCC1=C(NC(=C1C(=O)N)C1=C(C=CC=C1)[N+](=O)[O-])C1=C(C=CC=C1)C(F)(F)F)C (2-(dimethylamino)ethyl)-5-(2-nitrophenyl)-2-(2-(trifluoromethyl)phenyl)Azole-4-carboxamide